CC(C(=O)OCCCCC)CC amyl 2-methylbutyrate